6-chloro-8-methyl-quinazolin-4(3H)-one ClC=1C=C2C(NC=NC2=C(C1)C)=O